C1=NC=CC2=C1OC=1C2(C(=CC1)O)O cyclopenta[4,5]furo[2,3-c]pyridine-4b,5-diol